4-bromo-β,β-difluoro-3-(trifluoromethyl)-phenylpropionic acid BrC1=C(C=C(C=C1)C(C(=O)O)C(F)F)C(F)(F)F